FC(C1=CC=C(C=C1)[C@@H](N)C(=O)O)(F)F |r| 2-(4-trifluoromethyl-phenyl)-DL-glycine